C(CCCCCCCCCCCCCCC(C)C)(=O)O.C(C=C)(=O)O acrylic acid isostearate